O1C(C1)CN(C1=CC=CC=C1)C[Si](OCC)(OCC)OCC N-[(oxiran-2-yl)methyl]-N-[(triethoxysilyl)methyl]aniline